(S)-4-chloro-N-(2-morpholinoethyl)-1-oxo-3-(1-((5-oxo-5,8-dihydropyrido[2,3-d]pyrimidin-4-yl)amino)ethyl)-2-phenyl-1,2-dihydroisoquinoline-8-carboxamide ClC1=C(N(C(C2=C(C=CC=C12)C(=O)NCCN1CCOCC1)=O)C1=CC=CC=C1)[C@H](C)NC=1C2=C(N=CN1)NC=CC2=O